C(CCC)SC=1NC(=NN1)N 5-(butylsulfanyl)-4H-1,2,4-triazol-3-amine